(R)-7-(5-(pyrrolidin-3-yl)pentyl)-1,2,3,4-tetrahydro-1,8-naphthyridine dihydrochloride Cl.Cl.N1C[C@@H](CC1)CCCCCC1=CC=C2CCCNC2=N1